(R)-4-((1-(3-(difluoromethyl)-2-fluorophenyl)ethyl)amino)-6-(dimethylamino)-2-methylpyrido[4,3-d]pyrimidin-7(6H)-one FC(C=1C(=C(C=CC1)[C@@H](C)NC=1C=2C(N=C(N1)C)=CC(N(C2)N(C)C)=O)F)F